CC([O-])C.C(C)CC(CC(=O)[O-])=O.C(C)CC(CC(=O)[O-])=O.C(C)CC(CC(=O)[O-])=O.[Ti+4] titanium tris(ethylacetoacetate) monoisopropoxide